3-((3-((E)-4-(morpholinomethyl)styryl)-1H-indazol-6-yl)methylene)-4-phenylpyrrolidin-2-one O1CCN(CC1)CC1=CC=C(/C=C/C2=NNC3=CC(=CC=C23)C=C2C(NCC2C2=CC=CC=C2)=O)C=C1